(7-chloro-2-oxo-5-phenyl-3-(trifluoromethyl)-2,3-dihydro-1H-benzo[e][1,4]diazepin-1-yl)acetic acid ClC1=CC2=C(N(C(C(N=C2C2=CC=CC=C2)C(F)(F)F)=O)CC(=O)O)C=C1